phenyl (7,8-dihydro-5H-pyrano[4,3-b]pyridin-3-yl)carbamate N1=C2C(=CC(=C1)NC(OC1=CC=CC=C1)=O)COCC2